1-[3-(4-Bromo-2-methyl-2H-pyrazol-3-yl)-4-methoxyphenyl]-3-(4-bromo-phenyl)-urea BrC1=C(N(N=C1)C)C=1C=C(C=CC1OC)NC(=O)NC1=CC=C(C=C1)Br